2-(bromomethyl)-5-phenylpyridine BrCC1=NC=C(C=C1)C1=CC=CC=C1